pyridinium propanol C(CC)O.[NH+]1=CC=CC=C1